4-(4-cyanopyridin-2-yl)-1,4-diazepan-1-carboxylic acid tert-butyl ester C(C)(C)(C)OC(=O)N1CCN(CCC1)C1=NC=CC(=C1)C#N